[N+](=O)([O-])C=1C(=NN(C1)C1CCC(CC1)C(=O)OC)C(F)(F)F methyl 4-[4-nitro-3-(trifluoromethyl)pyrazol-1-yl]cyclohexanecarboxylate